ClC1=C(OCCCC(=O)O)C(=CC(=C1)C1=NC(=CC=C1)OC(C)C)F 4-[2-chloro-6-fluoro-4-(6-isopropoxy-pyridin-2-yl)-phenoxy]-butyric acid